C(C)C1(CS(C2=C(C(N1)C1=CC=CC=C1)C=C(C(=C2)O)OC)(=O)=O)CC 3,3-diethyl-2,3,4,5-tetrahydro-7-methoxy-5-phenyl-1,4-benzothiazepine-8-ol 1,1-dioxide